(S)-4-((6-fluoropyridin-3-yl)oxy)-N-(7-(3-hydroxy-3-methylbut-1-yn-1-yl)-5-methyl-4-oxo-2,3,4,5-tetrahydrobenzo[b][1,4]oxazepin-3-yl)pyridineamide FC1=CC=C(C=N1)OC1=CC(=NC=C1)C(=O)N[C@@H]1C(N(C2=C(OC1)C=CC(=C2)C#CC(C)(C)O)C)=O